CCCCC/C=C\C/C=C\CCCCCCCCCCCC(=O)O[C@H](COC(=O)CCCCC/C=C\C/C=C\C/C=C\C/C=C\CCCCC)COP(=O)([O-])OCC[N+](C)(C)C 1-(7Z,10Z,13Z,16Z-docosatetraenoyl)-2-(13Z,16Z-docosadienoyl)-glycero-3-phosphocholine